S1[As](SCC1)C1=CC=C(C=C1)C(C(=O)NC)CC (4-(1,3,2-dithiarsolan-2-yl)phenyl)-N-methylbutyramide